sulfoallyl ether S(=O)(=O)(O)C=CCOCC=CS(=O)(=O)O